calcium-bis(((3,5-bis(1,1-dimethylethyl)-4-hydroxyphenyl) methyl)-ethylphosphonate) CC(C)(C)C=1C=C(C=C(C1O)C(C)(C)C)CCCP([O-])([O-])=O.CC(C)(C)C=1C=C(C=C(C1O)C(C)(C)C)CCCP([O-])([O-])=O.[Ca+2].[Ca+2]